N(=[N+]=[N-])CC(=O)N[C@@H]1C(OC(CCCC)=O)O[C@@H]([C@H]([C@@H]1OC(C)=O)OC(C)=O)COP(=O)(OC1=CC=CC=C1)N[C@@H](C)C(=O)OCC1=C2C=CC=NC2=CC=C1 pentanoyl 2-(2-azidoacetylamino)-2-deoxy-3,4-di-O-acetyl-6-O-(((S)-1-quinolin-5-ylmethoxycarbonylethylamino) (phenoxy) phosphoryl)-D-mannopyranoside